C(CCC\C=C/CC)OC(CCCCCCC(=O)O)=O (Z)-8-(oct-5-en-1-yloxy)-8-oxooctanoic acid